C1NC(CC2=CC=CC=C12)C(=O)[O-].[K+] potassium 1,2,3,4-tetrahydroisoquinoline-3-formate